3-(2-(7,8-dimethyl-[1,2,4]triazolo[1,5-a]pyridin-6-yl)-3-isopropyl-1H-indol-5-yl)cyclobutan-1-amine CC1=C(C=2N(C=C1C=1NC3=CC=C(C=C3C1C(C)C)C1CC(C1)N)N=CN2)C